1,3,8-Trimethoxy-6H-benzo[c]chromen-6-one COC1=C2C3=C(C(OC2=CC(=C1)OC)=O)C=C(C=C3)OC